ClC=1C=2N(C=CN1)C(=CN2)C2=CC=C(C=C2)OC(F)F 8-chloro-3-[4-(difluoromethoxy)phenyl]imidazo[1,2-a]pyrazine